FC1=C(C=C(C=C1)F)S(=O)(=O)NC1=NOC=N1 2,5-difluoro-N-(1,2,4-oxadiazol-3-yl)-benzenesulfonamide